C(CCC)S(=O)NC(C1=C(C=C(C=C1)C1=NOC(C1)(C(F)(F)F)C1=CC(=C(C(=C1)Cl)F)Cl)C)=O N-(butylsulfinyl)-4-(5-(3,5-dichloro-4-fluorophenyl)-5-(trifluoromethyl)-4,5-dihydroisoxazol-3-yl)-2-methylbenzamide